1'-((6-ethyl-5-oxo-4,5-dihydrothieno[3,2-b]pyridin-2-yl)methyl)-N-methyl-1',2',3',6'-tetrahydro-[3,4'-bipyridine]-6-carboxamide C(C)C1=CC2=C(NC1=O)C=C(S2)CN2CCC(=CC2)C=2C=NC(=CC2)C(=O)NC